ClC1=NN(C=C1C1=NC=CC(=N1)NC=1N=CC2=C(C=CC(=C2C1)C(C)C)N1CC(C1)N(S(=O)(=O)C)C)C[C@H]1OCC1 (S)-N-(1-(3-((2-(3-chloro-1-(oxetan-2-ylmethyl)-1H-pyrazol-4-yl)pyrimidin-4-yl)amino)-5-isopropylisoquinolin-8-yl)azetidin-3-yl)-N-methyl-methanesulfonamide